O1C(OCCC1)CC[C@H](N)C1=NC=CN=C1 (S)-3-(1,3-dioxan-2-yl)-1-(pyrazin-2-yl)propan-1-amine